C(=O)[C@@H]1CC[C@H](CC1)NC(OC(C)(C)C)=O tert-butyl N-(trans-4-formylcyclohexyl)carbamate